N-ethyl-2-(7-fluoronaphthalen-1-yl)-N-methylethan-1-amine fumarate C(\C=C\C(=O)O)(=O)O.C(C)N(CCC1=CC=CC2=CC=C(C=C12)F)C